4-(3,4-dihydroquinolin-1(2H)-yl)-6,7-difluoroquinazoline N1(CCCC2=CC=CC=C12)C1=NC=NC2=CC(=C(C=C12)F)F